6-fluoro-2'-methoxy-4'-(2-methoxyethoxy)-[1,1'-biphenyl] FC1=CC=CC=C1C1=C(C=C(C=C1)OCCOC)OC